ClC=1C=2C(N=C3N(C2C=CC1)C1=CC(=CC=C1C31CCCCC1)C1CNCCC1)=O 4'-chloro-10'-(piperidin-3-yl)-5'H-spiro[cyclohexane-1,7'-indolo[1,2-a]quinazolin]-5'-one